N-(n-butyl)-1,2-benzisothiazolin-3-one C(CCC)N1SC2=C(C1=O)C=CC=C2